C(C)(=O)N1C2=C(C=3C=CC=CC13)OC(CC2C2=CC=CC=C2)=O 5-acetyl-4-phenyl-4,5-dihydropyrano[3,2-b]indol-2(3H)-one